spiro[5.5]undecane-3,9-dione C1CC(CCC12CCC(CC2)=O)=O